(R)-7-((6-(((2,2-difluoro-ethyl)(meth-yl)amino)meth-yl)-5-(tetrahydrofuran-3-yl)pyridin-2-yl)amino)-4-(7-fluoro-imidazo[1,2-a]pyridin-3-yl)isoindolin-1-one FC(CN(C)CC1=C(C=CC(=N1)NC=1C=CC(=C2CNC(C12)=O)C1=CN=C2N1C=CC(=C2)F)[C@@H]2COCC2)F